BrC1=CC(NC=C1)=O 4-bromopyridine-2(1H)-one